BrC1=C(C(=C(C(=C1CNC(OC(C)(C)C)=O)C)CNC(=O)OC(C)(C)C)C)CNC(OC(C)(C)C)=O Di-tert-butyl ((2-bromo-5-(((tert-butoxycarbonyl)amino)methyl)-4,6-dimethyl-1,3-phenylene)bis(methylene))dicarbamate